CN1N=CC2=CC(=CC=C12)C1CCC(CC1)OC[C@@H]1CN(CC[C@@H]1NS(=O)(=O)C)C(=O)[C@@]1(COCC1)C N-((3R,4S)-3-((((1s,4R)-4-(1-methyl-1H-indazol-5-yl)cyclohexyl)oxy)methyl)-1-((S)-3-methyltetrahydrofuran-3-carbonyl)piperidin-4-yl)methanesulfonamide